C(C)(C)(C)OC(=O)NC1=C(C=C(C=C1)C1=C(C=C(C=C1)F)F)NC(=O)C1=CC=C(C=C1)S(=NC(OC(C)(C)C)=O)(=O)C tert-butyl N-[[4-[[2-(tert-butoxycarbonylamino)-5-(2,4-difluorophenyl)phenyl]carbamoyl]phenyl]-methyl-oxo-sulfanylidene]carbamate